6-[(3aR,7aS)-6-methyl-3,3a,4,5,7,7a-hexahydro-2H-pyrrolo[2,3-c]pyridin-1-yl]-3-(2-hydroxy-3-bicyclo[4.2.0]octa-1,3,5-trienyl)-4-methyl-1,2,4-triazin-5-one CN1C[C@@H]2[C@H](CC1)CCN2C=2C(N(C(=NN2)C=2C(=C1CCC1=CC2)O)C)=O